ClC1=C(C=CC=C1)C=1N=C(NC1C)C=1SC=CC1 4-(2-Chlorophenyl)-5-methyl-2-(2-thienyl)imidazole